CCC1=C(C=C2CC(CC2=C1)[NH2+]C[C@@H](C3=C4C=CC(=O)NC4=C(C=C3)O)O)CC The molecule is an organic cation that is the conjugate acid of indacaterol, obtained by protonation of the secondary amino group. It is an ammonium ion derivative and an organic cation. It is a conjugate acid of an indacaterol.